4-[3-[[(3S)-4,4-difluoropiperidin-3-yl]methylamino]-5-(4-methylphenyl)pyrazol-1-yl]benzonitrile FC1([C@@H](CNCC1)CNC1=NN(C(=C1)C1=CC=C(C=C1)C)C1=CC=C(C#N)C=C1)F